C(C)(C)(C)OC(NOC(C(C)(C)C)=O)=O.FC(S(=O)(=O)O)(F)F.C(C(C)(C)C)(=O)ON O-Pivaloylhydroxylamine trifluoromethanesulfonate tert-Butyl-pivaloyloxycarbamate